CC(C)OC1=CC=C(C=C1)C1=NN2C(=NC=3C=CC=CC3C2=N1)N[C@H]1C(NCCNC1)=O (6R)-6-[(2-{4-[(prop-2-yl)oxy]phenyl}[1,2,4]triazolo[1,5-c]quinazolin-5-yl)amino]-1,4-diazepan-5-one